2-((trans-4,4-difluoro-2-hydroxycyclohexyl)amino)-5-fluoro-7-isopropylpyrrolo[2,1-f][1,2,4]triazin-6-one FC1(C[C@H]([C@@H](CC1)NC1=NN2C(C=N1)=C(C(C2C(C)C)=O)F)O)F